2-(2'-hydroxy-3',5'-di-tertiary butylphenyl)-5-chloroBenzotriazol OC1=C(C=C(C=C1C(C)(C)C)C(C)(C)C)N1N=C2C(=N1)C=CC(=C2)Cl